C(C1=CC=CC=C1)N1C(CCC(=C1)C=1C=NN(C1)C1OCCCC1)=O 1-benzyl-5-(1-tetrahydropyran-2-ylpyrazol-4-yl)-3,4-dihydropyridin-2-one